tert-butyl (R)-methyl(1-(5-((4-(4-morpholino-7-((2-(trimethylsilyl)ethoxy)methyl)-7H-pyrrolo[2,3-d]pyrimidin-6-yl)phenyl)amino)pyrimidin-2-yl)piperidin-3-yl)carbamate CN(C(OC(C)(C)C)=O)[C@H]1CN(CCC1)C1=NC=C(C=N1)NC1=CC=C(C=C1)C1=CC2=C(N=CN=C2N2CCOCC2)N1COCC[Si](C)(C)C